ClC=1C=C(C=CC1C)C=1NC(C=2N(C1)N=C(C2C2CC(C2)(F)F)C(=O)[O-])=O 6-(3-Chloro-4-methylphenyl)-3-(3,3-difluorocyclobutyl)-4-oxo-4,5-dihydropyrazolo[1,5-a]pyrazine-2-carboxylate